N,N'-bis(2-Acryloyloxyethyl)urea C(C=C)(=O)OCCNC(=O)NCCOC(C=C)=O